C(C)(C)(C)OC(=O)N1C(C2=C(C=CC=C2C1=O)COC)(C)C 7-(methoxymethyl)-1,1-dimethyl-3-oxoisoindole-2-carboxylic acid tert-butyl ester